C(C)(=O)C1=CC=C(C=C1)N(C(OC(C)(C)C)=O)C([2H])([2H])[2H] tert-butyl (4-acetylphenyl)-N-(2H3)methylcarbamate